(E)-1-(2-((S)-4-((R)-sec-butyl)-4,5-dihydro-oxazol-2-yl)quinolin-8-yl)-N-(2,6-dimethylphenyl)ethane-1-imine [C@@H](C)(CC)[C@@H]1N=C(OC1)C1=NC2=C(C=CC=C2C=C1)\C(\C)=N\C1=C(C=CC=C1C)C